ClC1=NC=C(C(=N1)C=1C=C(C=CC1)C1CN(CCC1)C(=O)OC(C)(C)C)F tert-butyl 3-(3-(2-chloro-5-fluoropyrimidin-4-yl)phenyl)piperidine-1-carboxylate